3,4-BIS(TRIFLUOROMETHYL)-1H-PYRROLE-2-CARBALDEHYDE FC(C1=C(NC=C1C(F)(F)F)C=O)(F)F